C1=C(C=CC2=CC=CC=C12)CC(=O)Cl 2-(2-naphthyl)acetyl chloride